lauryl-trimethyl-ammonium chloride [Cl-].C(CCCCCCCCCCC)[N+](C)(C)C